(+)-3'-Methyl-1-(naphthalen-1-ylmethyl)-2'-phenyl-1',7'-dihydrospiro[indoline-3,6'-pyrrolo[3,2-k]phenanthridin]-2-one CC1=C(NC2=C1C=CC=1C3(NC=4C=CC=CC4C21)C(N(C2=CC=CC=C23)CC2=CC=CC3=CC=CC=C23)=O)C2=CC=CC=C2